C(C)(C)[C@@H]1N(C(OC1)=O)C(C[C@@H](C)C1=C2CCN=CC2=CC=C1)=O 5-((R)-4-((S)-4-isopropyl-2-oxooxazolidin-3-yl)-4-oxobutan-2-yl)-3,4-dihydroisoquinoline